6-(2,6-dichlorophenyl)-2-((2,4,4,5-tetramethyl-1,2,3,4-tetrahydroisoquinolin-7-yl)amino)imidazo[1,2-b]pyrimido[4,5-d]pyridazin-5(6H)-one ClC1=C(C(=CC=C1)Cl)N1N2C(C3=C(C1=O)C=NC(=N3)NC3=CC(=C1C(CN(CC1=C3)C)(C)C)C)=NC=C2